CC1CNCN1N1C=NC=2C1=C1C(=NC2)NC=C1 1-(5-methylimidazolidin-1-yl)-1,6-dihydroimidazo[4,5-d]pyrrolo[2,3-b]pyridine